COC1=C(C=CC2=CC3=[N+](CCC4=CC5=C(C=C34)OCO5)C=C12)OC 9,10-dimethoxy-5,6-dihydro-[1,3]dioxolo[4,5-g]isoquinolino[3,2-a]isoquinolin-7-ium